C(C)OC(=O)C1CC(C1)OC(NC1=NN(C2=C1C=NC(=C2)Cl)C=2C(=CC1=C(SCCN1)C2)OC)=O (1S,3s)-3-(((6-chloro-1-(6-methoxy-3,4-dihydro-2H-benzo[b][1,4]thiazin-7-yl)-1H-pyrazolo[4,3-c]pyridin-3-yl)carbamoyl)oxy)cyclobutane-1-carboxylic acid ethyl ester